C(C)OC(NC1CCC(CC1)NC1=C2N=CC=NC2=CC(=C1)N1CCOCC1)=O (4-((7-morpholinoquinoxalin-5-yl)amino)cyclohexyl)carbamic acid ethyl ester